C(C(C)C)(=O)NC=1SC(=C(N1)C)C(=O)NC[C@H](C(N[C@H]1C2=C(CN3N(C1=O)CCC3)C=CC=C2)=O)C 2-Isobutyramido-4-methyl-N-((R)-2-methyl-3-oxo-3-(((S)-11-oxo-2,3,10,11-tetrahydro-1H,5H-benzo[d]pyrazolo[1,2-a][1,2]diazepin-10-yl)amino)propyl)thiazole-5-carboxamide